C1(=CC=C(C=C1)NC1=C(C=C(C=C1)C1=CC=CC=C1)C1=CC=CC=C1)C1=CC=CC=C1 N-([1,1'-biphenyl]-4-yl)-[1,1':3',1''-terphenyl]-4'-amine